N1(N=CC=C1)CC12CC(CC(N1C(=O)OC(C)(C)C)C2)C tert-butyl cis-1-((1H-pyrazol-1-yl)methyl)-3-methyl-6-azabicyclo[3.1.1]heptane-6-carboxylate